C1(CCCCC1)[C@H](O)[C@@H]1N2C(C3=CC=CC=C13)=CN=C2 (S)-cyclohexyl-((R)-5H-imidazo[5,1-a]isoindol-5-yl)methanol